methyl 2-{[(2-methylprop-2-yl) oxy] carbonyl}-2-azaspiro[3.3]heptane-6-carboxylate CC(C)(C)OC(=O)N1CC2(C1)CC(C2)C(=O)OC